ClC1=NC=CC(=N1)OC1=C(C=C(C=C1C)/C=C/C#N)C (E)-3-(4-((2-chloropyrimidin-4-yl)oxy)-3,5-dimethylphenyl)acrylonitrile